2-cyano-N-(1-cyanocyclopropyl)-5-[1-[2,6-dichloro-4-[1,2,2,2-tetrafluoro-1-(trifluoromethyl)ethyl]phenyl]pyrazol-4-yl]thiophene-3-carboxamide C(#N)C=1SC(=CC1C(=O)NC1(CC1)C#N)C=1C=NN(C1)C1=C(C=C(C=C1Cl)C(C(F)(F)F)(C(F)(F)F)F)Cl